dimethoxyacetone COC(C(C)=O)OC